C(CCC)OC(CN(CCC)CCC)=O.OCCC(C(CCCCC)=O)C1=CC=C(C(=C1)OC)OC 2-hydroxyethyl-4,5-dimethoxyphenyl-heptanone butyl-N,N-dipropylaminoacetate